(E)-1-benzyl-5-fluoro-3-(nitromethylene)indolin-2-one Benzyl-1,2,3,4-tetrahydroquinoline-6-carboxylate C(C1=CC=CC=C1)OC(=O)C=1C=C2CCCNC2=CC1.C(C1=CC=CC=C1)N1C(/C(/C2=CC(=CC=C12)F)=C/[N+](=O)[O-])=O